C(C(C)C)C=1N=CC2=C(N1)NC=C2C=2C=C1N=CC=NC1=CC2 6-(2-isobutyl-7H-pyrrolo[2,3-d]pyrimidin-5-yl)quinoxaline